NC1=CC=C(C(=C1N(C)CC1N(CCC1)C(=O)OC(C)(C)C)C(F)(F)F)OC1=C(C=CC=C1)F tert-Butyl 2-(((6-amino-3-(2-fluorophenoxy)-2-(trifluoromethyl)phenyl)(methyl)amino)methyl)pyrrolidine-1-carboxylate